6-Bromo-1-ethyl-7-(methoxy-d3)-1H-indazole BrC1=CC=C2C=NN(C2=C1OC([2H])([2H])[2H])CC